N-(2-(4-amino-2-((4-(4-methylpiperazin-1-yl)phenyl)amino)quinazolin-8-yl)pyridin-4-yl)ethenesulfonamide NC1=NC(=NC2=C(C=CC=C12)C1=NC=CC(=C1)NS(=O)(=O)C=C)NC1=CC=C(C=C1)N1CCN(CC1)C